(S)-3-(quinoxalin-2-yl)-3-(5-(2-(5,6,7,8-tetrahydro-1,8-naphthyridin-2-yl)ethoxy)-1H-indazol-1-yl)propionic acid N1=C(C=NC2=CC=CC=C12)[C@H](CC(=O)O)N1N=CC2=CC(=CC=C12)OCCC1=NC=2NCCCC2C=C1